o-(β-aminoethoxy)aniline (t-butyldiphenylsilyl)(methyl)fumarate [Si](C1=CC=CC=C1)(C1=CC=CC=C1)(C(C)(C)C)\C(=C(/C(=O)O)\C)\C(=O)O.NCCOC1=C(N)C=CC=C1